(3R)-N-(2,4-difluoro-3-(8-methyl-2-(methylthio)-7-oxo-7,8-dihydropyrido[2,3-d]pyrimidin-6-yl)phenyl)-3-fluoropyrrolidine-1-sulfonamide FC1=C(C=CC(=C1C1=CC2=C(N=C(N=C2)SC)N(C1=O)C)F)NS(=O)(=O)N1C[C@@H](CC1)F